4-hydroxyphenethyl (3R,6S)-6-(4-hydroxybenzyl)-3-isobutyl-8-((S)-1-(isopentylamino)-1-oxohexan-2-yl)-4,7-dioxohexahydropyrazino[2,1-c][1,2,4]oxadiazine-1(6H)-carboxylate OC1=CC=C(C[C@H]2C(N(CC3N(O[C@@H](C(N32)=O)CC(C)C)C(=O)OCCC3=CC=C(C=C3)O)[C@H](C(=O)NCCC(C)C)CCCC)=O)C=C1